isotridecyl chloride C(CCCCCCCCCC(C)C)Cl